C(C)N1C2=CC=CC=C2C=2CC(C(CC12)C)CN1C(=CC=C1)C 9-ethyl-2-methyl-3-((2-methyl-1H-pyrrole-1-yl)methyl)-1,2,3,9-tetrahydro-4H-carbazole